N,N'-bis(2,2,6,6-tetra-methyl-4-piperidyl)hexamethylenediamine CC1(NC(CC(C1)NCCCCCCNC1CC(NC(C1)(C)C)(C)C)(C)C)C